3-(2-aminobenzo[d]thiazol-5-yl)-N-(2-methoxyethyl)benzamide NC=1SC2=C(N1)C=C(C=C2)C=2C=C(C(=O)NCCOC)C=CC2